NC1=NNC(C2=C1N(N=C2[C@@H]2[C@H](CCC2)F)C2=CC=C(CNC(C1=C(C=CC(=C1)F)OC)=O)C=C2)=O N-(4-(7-amino-3-((1R,2S)-2-fluorocyclopentyl)-4-oxo-4,5-dihydro-1H-pyrazolo[3,4-d]pyridazin-1-yl)benzyl)-5-fluoro-2-methoxybenzamide